CN(C1=CC=C(C=C1)N=C1C=CC(C=C1)=O)C 4-(4-(dimethylamino)phenylimino)cyclohexa-2,5-dienone